FC(C=1C=NC=CC1CC#N)(F)F 2-(3-(trifluoromethyl)pyridin-4-yl)acetonitrile